ClC1=CC=C(C=C1)CN1C[C@H]2CCC(N3[C@]2(CC1)OC[C@@H]3C(C)C)=O (3S,7aR,11aR)-9-[(4-chlorophenyl)methyl]-3-isopropyl-2,3,6,7,7a,8,10,11-octahydrooxazolo[2,3-j][1,6]naphthyridin-5-one